NC1=C2C(=NN1)CN(C2)C2=NC1=C(C=C(C=C1C(N2C)=O)C)[C@@H](C)NC=2C(=NC(=CC2)Cl)C(=O)NS(=O)(=O)C (R)-3-((1-(2-(3-amino-2,6-dihydropyrrolo[3,4-c]pyrazol-5(4H)-yl)-3,6-dimethyl-4-oxo-3,4-dihydroquinazolin-8-yl)ethyl)amino)-6-chloro-N-(methylsulfonyl)picolinamide